NCC(C)NC(=O)C=1C2=C(N=C(C1)C1CC1)N(N=C2)C(C)C N-(1-aminopropan-2-yl)-6-cyclopropyl-1-(propan-2-yl)-1H-pyrazolo[3,4-b]pyridine-4-carboxamide